CC12CCC(CC2O1)C1C(O1)C 1-methyl-4-(2-methyloxacyclopropyl)-7-oxabicyclo[4.1.0]heptane